3-bromo-1-(methylsulfanyl-methyl)pyrazolo[4,3-c]pyridine-6-carboxamide BrC1=NN(C2=C1C=NC(=C2)C(=O)N)CSC